C(C1=CC=CC=C1)OC1=C(C(=CC2=C1CCO2)CC)Br 4-Benzyloxy-5-bromo-6-ethyl-2,3-dihydrobenzofuran